((S)-8-(5-(3,4-dichlorobenzyl)-1,3,4-oxadiazol-2-yl)-2-((S)-2,2-dimethylcyclopropane-1-carbonyl)-2,6-diazaspiro[3.4]octan-6-yl)(thiazol-5-yl)methanone ClC=1C=C(CC2=NN=C(O2)[C@@H]2CN(CC23CN(C3)C(=O)[C@@H]3C(C3)(C)C)C(=O)C3=CN=CS3)C=CC1Cl